3-((1R,3R)-1-(2,6-difluoro-3-(2-((3-fluoropropyl)amino)ethoxy)phenyl)-5-fluoro-3-methyl-1,3,4,9-tetrahydro-2H-pyrido[3,4-b]indol-2-yl)-2,2-difluoropropan-1-ol FC1=C(C(=CC=C1OCCNCCCF)F)[C@H]1N([C@@H](CC2=C1NC1=CC=CC(=C21)F)C)CC(CO)(F)F